(6-ethoxy-2,3-difluorophenyl)methanol C(C)OC1=CC=C(C(=C1CO)F)F